N'-benzyl-5-methyl-1,2-oxazole-3-carbohydrazide C(C1=CC=CC=C1)NNC(=O)C1=NOC(=C1)C